CC12OCC(C1)(C2)N2C(C(N(CC2)CC=2SC(=NN2)C2=CC=CC=C2)=O)=O 1-(1-methyl-2-oxabicyclo[2.1.1]hexan-4-yl)-4-((5-phenyl-1,3,4-thiadiazol-2-yl)methyl)piperazine-2,3-dione